(2,7-bis((2-(2-(2-(2-azidoethoxy)ethoxy)ethoxy)ethyl)carbamoyl)-9H-fluoren-9-yl)methyl (2,5-dioxopyrrolidin-1-yl) carbonate C(OCC1C2=CC(=CC=C2C=2C=CC(=CC12)C(NCCOCCOCCOCCN=[N+]=[N-])=O)C(NCCOCCOCCOCCN=[N+]=[N-])=O)(ON1C(CCC1=O)=O)=O